N=1N=CN2N=CC=CC21 [1,2,4]-TRIAZOLO[4,3-B]PYRIDAZINE